C1(=CC=CC=C1)C=1C(=C(N(C2=CC=CC=3C4=CC=CC=C4CC23)C2=CC=CC=C2)C=CC1)C1=CC=CC=C1 triphenylfluorenyl-aniline